ClC=1C(=CC(=C(C(=O)NC2=CC(=NC=C2)[S@@](=O)(=N)C)C1)OC1=C(C=C(C=C1)C#N)OC)C(F)(F)F (R)-5-chloro-2-(4-cyano-2-methoxyphenoxy)-N-(2-(S-methylsulfonimidoyl)pyridin-4-yl)-4-(trifluoromethyl)benzamide